ClC1=CC=C(C(=N1)C1=NC2=C(N1C)C=CC(=C2)C(N)=NO)SCC (6-chloro-3-(ethylthio)pyridin-2-yl)-1-methyl-1H-benzimidazole-5-formamide oxime